NCC=1C=C(C=CC1)C[C@H](C(=O)OC(C)(C)C)[C@@H]1CN(CC1)C(=O)OC(C)(C)C (R)-tert-butyl 3-((S)-3-(3-(aminomethyl)phenyl)-1-(tert-butoxy)-1-oxopropane-2-yl)pyrrolidine-1-carboxylate